Cholesteryl Isostearate C[C@H](CCCC(C)C)[C@H]1CC[C@@H]2[C@@]1(CC[C@H]3[C@H]2CC=C4[C@@]3(CC[C@@H](C4)OC(=O)CCCCCCCCCCCCCCC(C)C)C)C